C(C)(C)C=1C=CC(=C(C1)C1=CN=C2C(=N1)N(C=N2)[C@@H]2COCC2)OC (S)-6-(5-isopropyl-2-methoxyphenyl)-1-(tetrahydrofuran-3-yl)-1H-imidazo[4,5-b]pyrazin